5-((5-(4-chloro-2-fluoro-6-(((1R,3R)-3-(methylamino)cyclopentyl)oxy)phenyl)-1H-pyrazol-3-yl)amino)pyrazine-2-carbonitrile ClC1=CC(=C(C(=C1)O[C@H]1C[C@@H](CC1)NC)C1=CC(=NN1)NC=1N=CC(=NC1)C#N)F